CC1=CC=C(C=C1)S(=O)(=O)C=1NC=CN1 (p-toluenesulphonyl)imidazole